ClC=1C=C(C=CC1)CC(CC(=O)N[C@H](C(=O)N[C@H](C(=O)OC)C[C@H]1C(NCC1)=O)CCCC)(C1=CC=CC=C1)O methyl (2S)-2-((2S)-2-(4-(3-chlorophenyl)-3-hydroxy-3-phenylbutanamido)hexanamido)-3-((S)-2-oxopyrrolidin-3-yl)propanoate